1-(2-((3-((2-methoxypyridin-3-yl)amino)-10-(4-(trifluoromethoxy)phenyl)phenazin-2(10H)-ylidene)amino)ethyl)piperidin-4-one COC1=NC=CC=C1NC=1C(C=C2N(C3=CC=CC=C3N=C2C1)C1=CC=C(C=C1)OC(F)(F)F)=NCCN1CCC(CC1)=O